FC1=C(C=CC(=C1)OC1=NC=CC(=C1)C=1C=NC(=CC1)C)NC(OC(C)(C)C)=O tert-butyl (2-fluoro-4-((6-methyl-[3,4'-bipyridin]-2'-yl)oxy)phenyl)carbamate